N-(1-((4-(1H-benzo[d][1,2,3]triazol-5-yl)phenyl)sulfonyl)piperidin-4-yl)-5-(trifluoromethyl)pyridin-2-amine N1N=NC2=C1C=CC(=C2)C2=CC=C(C=C2)S(=O)(=O)N2CCC(CC2)NC2=NC=C(C=C2)C(F)(F)F